C(C=C)C=1C=C(C=CC1O)C=1C(=CC=C(C1)CC=C)O 3',5-diallyl-[1,1'-biphenyl]-2,4'-diol